FC=1C=C(C=CC1F)C=1C=C2C(=NC1)NC(N2CC2=NC=CC=C2C)=O 6-(3,4-difluorophenyl)-1-[(3-methyl-2-pyridinyl)methyl]-3H-imidazo[4,5-b]pyridin-2-one